4-(2-(1-ethyl-3-(trifluoromethyl)-1H-pyrazol-4-yl)-3,5-difluorophenyl)thieno[2,3-c]pyridine-2-carbonitrile C(C)N1N=C(C(=C1)C1=C(C=C(C=C1F)F)C1=C2C(=CN=C1)SC(=C2)C#N)C(F)(F)F